5-methyl-3-[(1R,5S,6r)-3-{[(tert-butyl)oxy]carbonyl}-3-azabicyclo[3.1.0]hex-6-yl]-1,2-oxazole-4-carboxylic acid CC1=C(C(=NO1)C1[C@H]2CN(C[C@@H]12)C(=O)OC(C)(C)C)C(=O)O